3-(3-(3-amino-6-(1-(piperidin-4-yl)-1H-pyrazol-4-yl)pyrazin-2-yl)-5-methyl-6-oxopyridazin-1(6H)-yl)-N,4-dimethylbenzamide dihydrochloride salt Cl.Cl.NC=1C(=NC(=CN1)C=1C=NN(C1)C1CCNCC1)C1=NN(C(C(=C1)C)=O)C=1C=C(C(=O)NC)C=CC1C